C(C)C(CO)(CC(CC)C)C 2-ethyl-2,4-dimethylhexanol